6-(ethoxymethyl)-2-(methylthio)-8-(2,2,2-trifluoroethyl)pyrido[2,3-d]pyrimidin-7(8H)-one C(C)OCC1=CC2=C(N=C(N=C2)SC)N(C1=O)CC(F)(F)F